BrC1=CC2=C(C(N(N=C2C(C)C)CC(=O)NC2=NC=CC=N2)=O)S1 2-(2-Bromo-4-isopropyl-7-oxothieno[2,3-d]pyridazin-6(7H)-yl)-N-(pyrimidin-2-yl)acetamide